N-methyl-N-(4-methylbenzyl)amine CC1=CC=C(C=C1)CNC